ClC1=C(C=C(C=O)C=C1)C1N(CCC1)C 4-chloro-3-(1-methylpyrrolidin-2-yl)benzaldehyde